acetic acid [(2R,3R,4R,5R)-4-acetoxy-5-[2-(2-methylpropanamido)-6-oxo-1H-purin-9-yl]-2-[2-[2-(2-oxoethoxy) ethoxy] ethoxymethyl] tetrahydrofuran-3-yl] ester C(C)(=O)O[C@@H]1[C@@H]([C@H](O[C@H]1N1C=2N=C(NC(C2N=C1)=O)NC(C(C)C)=O)COCCOCCOCC=O)OC(C)=O